OC1=C(OC2=CC(=C(C=C2C1=O)OC)OC)C1=CC=C(C=C1)OC 3-hydroxy-6,7-dimethoxy-2-(4-methoxyphenyl)-4H-chromen-4-one